Cl.C(#N)C=1C=C(C=CC1F)NC(=O)C1=C2CCC(C2=C(C=C1)F)NC(O)=O N-(s)-(4-((3-cyano-4-fluorophenyl)carbamoyl)-7-fluoro-2,3-dihydro-1H-inden-1-yl)carbamate hydrochloride